C(C)(=O)OCC1=CC=C(C=C1)NC1=NC(=CC=C1[N+](=O)[O-])C(NC)=O 4-((6-(methylcarbamoyl)-3-nitropyridin-2-yl)amino)benzyl acetate